4-(cyclopropylmethyl)-N-(1H-indol-3-yl)-3-oxo-3,4-dihydro-2H-benzo[b][1,4]thiazine-6-carboxamide C1(CC1)CN1C2=C(SCC1=O)C=CC(=C2)C(=O)NC2=CNC1=CC=CC=C21